tert-butyl (S)-4-(7-chloro-6-fluoro-1-(2-isopropyl-4-(methylthio)pyridin-3-yl)-2-carbonyl-1,2-dihydropyrido[2,3-d]pyrimidin-4-yl)-3-methylpiperazine-1-carboxylate ClC=1C(=CC2=C(N(C(N=C2N2[C@H](CN(CC2)C(=O)OC(C)(C)C)C)=C=O)C=2C(=NC=CC2SC)C(C)C)N1)F